4-methylbenzenesulfonic acid-(2R)-6-methoxy-2,6-dimethylheptyl ester COC(CCC[C@H](COS(=O)(=O)C1=CC=C(C=C1)C)C)(C)C